C1(=CC=CC=C1)C1=CC=CC=C1 1,1'-biPhenyl